C(#N)C1=C(CN(C(C(C)(C)C)=O)CC(=O)NC2=C(C=C3CC4(C(NC5=NC=CC=C54)=O)CC3=C2)C)C=CC=C1 N-(2-Cyanobenzyl)-N-(2-((5-methyl-2'-oxo-1,1',2',3-tetrahydrospiro[indene-2,3'-pyrrolo[2,3-b]pyridin]-6-yl)amino)-2-oxoethyl)pivalamide